C1=CC2=C(C=CC(=C2O)O)C=C1N The molecule is a naphthalenediol where the two hydroxy groups are located at the 1- and 2-positions together with an additional amino group at the 6-position. It is a member of naphthalenediols and an aminonaphthalene. It derives from a naphthalene-1,2-diol.